5-((2-(1-methyl-1H-pyrazol-4-yl)pyridin-4-yl)oxy)pyridin-2-amine CN1N=CC(=C1)C1=NC=CC(=C1)OC=1C=CC(=NC1)N